4-methylcyclohexan-1-aminium chloride [Cl-].CC1CCC(CC1)[NH3+]